FC(C1=NN=C(O1)CC(=O)N1C(CC(C1)F)C(=O)NC(C1=CC=CC=C1)C1=NC=C(C(=C1)C)C(C)C)F 1-{2-[5-(difluoromethyl)-1,3,4-oxadiazol-2-yl]acetyl}-4-fluoro-N-{[4-methyl-5-(propan-2-yl)pyridin-2-yl](phenyl)methyl}pyrrolidine-2-carboxamide